2-((4-methoxybenzyl)oxy)-4-(methylamino)quinoline-3-carboxamide COC1=CC=C(COC2=NC3=CC=CC=C3C(=C2C(=O)N)NC)C=C1